2,6-bis[4-(pyridin-4-yl)phenyl]benzo[1,2-b:4,5-b']dithiophene N1=CC=C(C=C1)C1=CC=C(C=C1)C1=CC=2C(S1)=CC1=C(SC(=C1)C1=CC=C(C=C1)C1=CC=NC=C1)C2